2-(4-(5-Chloro-2-(4-chloro-1H-1,2,3-triazol-1-yl)phenyl)-2,5-dioxapiperazin-1-yl)-3-(4-cyanophenyl)-N-(2-methyl-2H-indazol-5-yl)propanamide ClC=1C=CC(=C(C1)N1CON(CO1)C(C(=O)NC1=CC2=CN(N=C2C=C1)C)CC1=CC=C(C=C1)C#N)N1N=NC(=C1)Cl